6-((3-methoxy-4-((1-methyl-1H-imidazol-2-yl)methoxy)phenyl)amino)-3-morpholinoquinoxaline-5-carbonitrile COC=1C=C(C=CC1OCC=1N(C=CN1)C)NC1=C(C=2N=C(C=NC2C=C1)N1CCOCC1)C#N